CC1=NNC=C1C1CNCCC1 3-(3-methyl-1H-pyrazol-4-yl)piperidine